(4-((4-isocyanatophenyl)methyl)-2-nitrophenyl)methanol N(=C=O)C1=CC=C(C=C1)CC1=CC(=C(C=C1)CO)[N+](=O)[O-]